IC1=CC=C(C=C1)S(=O)(=O)NCC=1N=NN(C1)CC=1C=C(C=CC1)NC(=O)C(C(=O)OCC)CC(C)C Ethyl 2-[[3-[[4-[[(4-iodophenyl)sulfonylamino]methyl]triazol-1-yl]methyl]phenyl]carbamoyl]-4-methyl-pentanoate